N-[(dimethylamino)-1H-1,2,3-triazolo[4,5-b]pyridin-1-yl-methylene]-N-methylmethanaminium CN(C)C(=[N+](C)C)N1N=NC2=NC=CC=C21